(R)-(6-chloropyridin-3-yl)(imino)-(isopropyl)-λ6-sulfanone ClC1=CC=C(C=N1)[S@](=O)(C(C)C)=N